OC=1C=C(C(=O)O[C@H]2[C@@H](OC=3C(C2)=C(C=C(C3)O)O)C3=CC(=C(C(=C3)O)O)O)C=C(C1O)O (2S,3R)-2-(3,4,5-trihydroxyphenyl)-3,4-dihydro-1(2H)-benzopyran-3,5,7-triol 3-(3,4,5-trihydroxybenzoate)